(1-(6,7-dimethoxyquinazolin-4-yl)azetidin-3-yl)ethanamine 2,2,2-trifluoroacetate FC(C(=O)O)(F)F.COC=1C=C2C(=NC=NC2=CC1OC)N1CC(C1)C(C)N